C(C)(=O)OC1=C(C(=CC(=C1)CCCC)OC(C)=O)[C@H]1[C@@H](CCC(=C1)C)C(=C)C (1'R,2'R)-4-Butyl-5'-methyl-2'-(prop-1-en-2-yl)-1',2',3',4'-tetrahydro-[1,1'-biphenyl]-2,6-diyl diacetate